(S)-4-((1-(4-chloro-8-(methyl(naphthalen-2-ylmethyl)amino)-1-oxo-2-phenyl-1,2-dihydroisoquinolin-3-yl)ethyl)amino)pyrido[2,3-d]pyrimidin-5(8H)-one ClC1=C(N(C(C2=C(C=CC=C12)N(CC1=CC2=CC=CC=C2C=C1)C)=O)C1=CC=CC=C1)[C@H](C)NC=1C2=C(N=CN1)NC=CC2=O